2-[2-oxo-2-(4-phenyl-3,6-dihydropyridin-1(2H)-yl)ethyl]-4-(pyridin-4-ylmethyl)phthalazin-1(2H)-one O=C(CN1C(C2=CC=CC=C2C(=N1)CC1=CC=NC=C1)=O)N1CCC(=CC1)C1=CC=CC=C1